phosphate-piperazine N1CCNCC1.P(=O)(O)(O)O